rel-3-[(1R)-1-(5,7-difluoro-3-methyl-1-benzofuran-2-yl)-2,2,2-trifluoroethyl]-1-[2-(4-hydroxypiperidin-1-yl)pyrimidin-5-yl]urea FC=1C=C(C2=C(C(=C(O2)[C@H](C(F)(F)F)NC(NC=2C=NC(=NC2)N2CCC(CC2)O)=O)C)C1)F |o1:9|